3-(3-chloro-2-fluoro-6-(1H-tetrazole-1-yl)phenyl)acrylic acid ClC=1C(=C(C(=CC1)N1N=NN=C1)C=CC(=O)O)F